((tert-butoxycarbonylamino)methyl)-2-((9Z,12Z)-octadeca-9,12-dien-1-yl)icosa-11,14-dien-1-yl octadeca-9,12-dienoate C(CCCCCCCC=CCC=CCCCCC)(=O)OCC(CCCCCCCCC=CCC=CCCCCCCNC(=O)OC(C)(C)C)CCCCCCCC\C=C/C\C=C/CCCCC